3-Benzyloxazol-2(3H)-imine C(C1=CC=CC=C1)N1C(OC=C1)=N